methyl(4-((2-amino phenyl)carbamoyl)benzyl)carbamate COC(NCC1=CC=C(C=C1)C(NC1=C(C=CC=C1)N)=O)=O